5-((1-(4-(trifluoromethyl)phenyl)-1H-1,2,4-triazol-3-yl)amino)picolinic acid FC(C1=CC=C(C=C1)N1N=C(N=C1)NC=1C=CC(=NC1)C(=O)O)(F)F